sodium trans-glutamate N[C@@H](CCC(=O)[O-])C(=O)[O-].[Na+].[Na+]